2-acryl-serine methyl ester hydrochloride Cl.COC([C@@](N)(CO)C(=O)C=C)=O